Cl.FC1(CCN(CC1)C1=CC(=CC(=N1)NC(C1=C(C=C(C=C1)NS(=O)(=O)CCO)N1CCC2(CC2)CC1)=O)C)F N-(6-(4,4-difluoropiperidin-1-yl)-4-methylpyridin-2-yl)-4-((2-hydroxyethyl)sulfonamido)-2-(6-azaspiro[2.5]octan-6-yl)benzamide hydrochloride